CC1(CC(C1)=O)NC(C(N1CC([C@@H]([C@]12CC(CC2)(F)F)O)(F)F)=O)=O N-(1-methyl-3-oxocyclobutyl)-2-oxo-2-((4R,5S)-3,3,7,7-tetrafluoro-4-hydroxy-1-azaspiro[4.4]nonan-1-yl)acetamide